(S)-N-((1R,2R)-1-(2,3-dihydrobenzo[b][1,4]dioxin-6-yl)-1-hydroxy-3-(pyrrolidin-1-yl)propan-2-yl)-1-(5,6,7,8-tetrahydronaphthalen-2-yl)pyrrolidine-3-carboxamide O1C2=C(OCC1)C=C(C=C2)[C@H]([C@@H](CN2CCCC2)NC(=O)[C@@H]2CN(CC2)C2=CC=1CCCCC1C=C2)O